BrC1=C(C=C(C=C1)[N+](=O)[O-])S(=O)(=O)NCC1=C(C=C(C=C1)OC)OC 2-bromo-N-(2,4-dimethoxybenzyl)-5-nitrobenzenesulfonamide